OC1(CC[C@H](N(C1)C(=O)OC(C)(C)C)CO)C tert-butyl (2S)-5-hydroxy-2-(hydroxymethyl)-5-methylpiperidine-1-carboxylate